FC1=NC(=CC(=C1)N(C=1SC(=C(N1)C(=O)N(C(=O)C1COCC1)C1C(CC1)(C)C)C)C(=O)C1COCC1)F 2-[(2,6-difluoro-4-pyridinyl)-(tetrahydrofuran-3-carbonyl)amino]-N-(2,2-dimethylcyclobutyl)-5-methyl-N-(tetrahydrofuran-3-carbonyl)thiazole-4-carboxamide